C(C1=CC=CC=C1)OCC1=NC=2C(=NC(=CC2N2CCOCC2)N2N=C(C=C2)C=2C=C(C=CC2)C)N1C 4-(2-((benzyloxy)methyl)-3-methyl-5-(3-(m-tolyl)-1H-pyrazol-1-yl)-3H-imidazo[4,5-b]pyridin-7-yl)morpholine